cis-tert-butyl-4-((5-isopropoxypyridin-2-yl) oxy)-2,5-dimethylpiperidine-1-carboxylate C(C)(C)(C)OC(=O)N1C(CC(C(C1)C)OC1=NC=C(C=C1)OC(C)C)C